5-amino-2-methyl-N-(2-thiazol-4-ylethyl)benzenesulfonamide NC=1C=CC(=C(C1)S(=O)(=O)NCCC=1N=CSC1)C